1-(benzo[b]thiophen-2-yl)-2-(2,5-dimethoxyphenyl)prop-2-en-1-one S1C2=C(C=C1C(C(=C)C1=C(C=CC(=C1)OC)OC)=O)C=CC=C2